C(O)(O)=O.FC=C.FC=C bis(fluoroethylene) carbonate